Azaphenanthrene C1=CC=C2C(=C1)C=CC3=C2C=CC=N3